N-(2-(7-fluoronaphthalen-1-yl)ethyl)-N-methylpropan-2-amine fumarate C(\C=C\C(=O)O)(=O)O.FC1=CC=C2C=CC=C(C2=C1)CCN(C(C)C)C